O1COC2=C1C=CC=C2CNCC2=CC(=NC=C2)N2C(CCCC2)C N-(1,3-benzodioxol-4-ylmethyl)-1-[2-(2-methyl-1-piperidinyl)-4-pyridinyl]methanamine